C(CCCCCCC\C=C/CCCCCCCC)(=O)OCC[NH+]1C(N(CC1)CCO)CCCCCCC\C=C/CCCCCCCC 1-[2-(9(Z)-octadecenoyloxy)-ethyl]-2-(8(Z)-heptadecenyl)-3-(2-hydroxyethyl)-imidazolinium